C(#N)C=1C=C(NC=2C(=NC(=C(N2)NC)C=2C3=C(C=NC2)N(C=N3)C)C(=O)N)C=CC1N1CCOCC1 3-(3-Cyano-4-morpholino-anilino)-5-(methylamino)-6-(3-methylimidazo[4,5-c]pyridin-7-yl)pyrazin-2-carboxamid